4,4'-dihydroxy-p-quaterphenyl OC1=CC=C(C=C1)C1=CCC(C=C1)(C1=CC=C(C=C1)C1=CC=CC=C1)O